3-oxopiperazin O=C1CNCCN1